(trans)-3-((2-((4-bromo-3-(((tert-butyldimethylsilyl)oxy)methyl)-5-fluorophenyl)amino)-5-chloropyrimidin-4-yl)amino)tetrahydro-2H-pyran-4-carbonitrile BrC1=C(C=C(C=C1F)NC1=NC=C(C(=N1)N[C@@H]1COCC[C@H]1C#N)Cl)CO[Si](C)(C)C(C)(C)C